(R)-3-((2-amino-3-chloropyridin-4-yl)thio)-6-(1-amino-8-azaspiro[4.5]decan-8-yl)pyrazine-2-carbonitrile NC1=NC=CC(=C1Cl)SC=1C(=NC(=CN1)N1CCC2(CCC[C@H]2N)CC1)C#N